5-chloropyridine-3-sulfonic acid ClC=1C=C(C=NC1)S(=O)(=O)O